1-((4-nitro-1-((2-(trimethylsilyl)ethoxy)methyl)-1H-pyrazol-3-yl)oxy)cyclopropane-1-carboxylic acid [N+](=O)([O-])C=1C(=NN(C1)COCC[Si](C)(C)C)OC1(CC1)C(=O)O